7-((5-chloropyridin-2-yl)methyl)-1-(3-hydroxypropyl)-8-(3-isopropylphenyl)-3-methyl-1H-purine-2,6(3H,7H)-dione ClC=1C=CC(=NC1)CN1C(=NC=2N(C(N(C(C12)=O)CCCO)=O)C)C1=CC(=CC=C1)C(C)C